methoxypyridine-3-carbohydrazide COC1=NC=CC=C1C(=O)NN